2-amino-6-(2,4,5-trimethoxybenzylamino)purine NC1=NC(=C2NC=NC2=N1)NCC1=C(C=C(C(=C1)OC)OC)OC